N1=CC=C(C=C1)C1=CC2=C(N=C(S2)NC2=NC=CC(=C2)CNS(=O)(=O)C)C=C1 N-((2-((6-(pyridin-4-yl)benzo[d]thiazol-2-yl)amino)pyridin-4-yl)methyl)methanesulfonamide